1-(4-(difluoromethyl)phenyl)-N-(5-methyl-1-(1H-tetrazol-5-yl)azepan-3-yl)cyclopropane-1-carboxamide FC(C1=CC=C(C=C1)C1(CC1)C(=O)NC1CN(CCC(C1)C)C1=NN=NN1)F